FC1=CC=C(C=C1)C=1N=CN(C1C=1C=CC=2N(N1)C(=CN2)C#N)CC(C)(C)C 6-(4-(4-fluorophenyl)-1-neopentyl-1H-imidazol-5-yl)imidazo[1,2-b]pyridazine-3-carbonitrile